BrC=1C=C2C(=NC1)N(N=C2N(C)C)COCC[Si](C)(C)C 5-bromo-N,N-dimethyl-1-((2-(trimethylsilyl)ethoxy)methyl)-1H-pyrazolo[3,4-b]pyridin-3-amine